D-2,6-diaminopurine NC1=NC(=C2NC=NC2=N1)N